NC(C(=O)NC(CC=1C(=C(C(=O)O)C=CC1)O)B(O)O)C1=CC=CC=C1 3-(2-(2-amino-2-phenylacetamido)-2-boronoethyl)-2-hydroxybenzoic acid